FC=1C=C2C(NC(NC2=CC1)=O)=O 6-fluoro-quinazoline-2,4-dione